(benzo[d][1,3]dioxol-5-yl)-1-((S)-7'-methyl-6'-(pyrimidin-2-yl)-3',4'-dihydro-1'H-spiro[pyrrolidin-3,2'-[1,8]naphthyridin]-1-yl)propan-1-one O1COC2=C1C=CC(=C2)C(C(=O)N2C[C@@]1(NC3=NC(=C(C=C3CC1)C1=NC=CC=N1)C)CC2)C